N-(3-(2-(2,6-Dioxopiperidin-3-yl)-1-oxoisoindolin-4-yl)benzyl)-5-(8-((R)-8-ethyl-4-methyl-2-oxo-2,3,4,5-tetrahydro-1H-benzo[b][1,4]diazepin-6-yl)isoquinolin-3-yl)picolinamide O=C1NC(CCC1N1C(C2=CC=CC(=C2C1)C=1C=C(CNC(C2=NC=C(C=C2)C=2N=CC3=C(C=CC=C3C2)C2=CC(=CC=3NC(C[C@H](NC32)C)=O)CC)=O)C=CC1)=O)=O